(S)-2-((4-(6-((5-Fluoro-1H-indazol-6-yl)methoxy)pyridin-2-yl)piperidin-1-yl)methyl)-1-(oxetan-2-ylmethyl)-1H-benzo[d]imidazole-6-carboxylic acid FC=1C=C2C=NNC2=CC1COC1=CC=CC(=N1)C1CCN(CC1)CC1=NC2=C(N1C[C@H]1OCC1)C=C(C=C2)C(=O)O